N-(5-(hydroxycarbamoyl)thiophen-2-yl)-4-(naphthalen-2-yl)tetrahydro-2H-pyran-4-carboxamide ONC(=O)C1=CC=C(S1)NC(=O)C1(CCOCC1)C1=CC2=CC=CC=C2C=C1